BrC=1C=C2NC(C=3N(C2=C(C1)F)N=CC3)=O 7-bromo-9-fluoropyrazolo[1,5-a]quinoxalin-4(5H)-one